C(CCC)N(C1=CC=C(C=C)C=C1)CCCC 4-(dibutylamino)styrene